[Ag].[Cr].[Ni].[Ag].NC1(CCN(CC1)C(C)=O)C (4-amino-4-methylpiperidin-1-yl)ethan-1-one silver-nickel-chromium-silver